CC1=NOC(=C1C=1C=C2C(=NC1)N(C=C2C=2C(=CC(=NC2OCC)C(=O)O)OCC)C=2C=NC=CC2)C 5-(5-(3,5-dimethylisoxazol-4-yl)-1-(pyridin-3-yl)-1H-pyrrolo[2,3-b]pyridin-3-yl)-4,6-diethoxypicolinic acid